2-ethyl-9,10-di(dodecyloxy)anthracene C(C)C1=CC2=C(C3=CC=CC=C3C(=C2C=C1)OCCCCCCCCCCCC)OCCCCCCCCCCCC